3-Cyclopropyl-5-morpholino-N-(4-(pyridin-2-yl)benzyl)pyrazolo[1,5-a]pyrimidin-7-amine C1(CC1)C=1C=NN2C1N=C(C=C2NCC2=CC=C(C=C2)C2=NC=CC=C2)N2CCOCC2